CC1(OB(OC1(C)C)[C@@H]1[C@H](C1)C1=NC=CC=C1)C |r| racemic-2-[(1S,2S)-2-(4,4,5,5-tetramethyl-1,3,2-dioxaborolan-2-yl)cyclopropyl]pyridine